2-hydroxy-5-ethyl-indole OC=1NC2=CC=C(C=C2C1)CC